(2r,3r,4r,5s)-1-(4-(3,5-dimethylisoxazol-4-yl)-2,6-difluorophenethyl)-2-(hydroxymethyl)piperidine-3,4,5-triol CC1=NOC(=C1C1=CC(=C(CCN2[C@@H]([C@H]([C@@H]([C@H](C2)O)O)O)CO)C(=C1)F)F)C